2-(2,2-diethoxyethylthio)ethylamine acetate C(C)(=O)O.C(C)OC(CSCCN)OCC